O=C1N(C(C=C1)=O)[C@@H](CNC(OC(C)(C)C)=O)COC(N(CCC(=O)O)C(C)C)=O (S)-7-(2,5-Dioxo-2,5-dihydro-1H-pyrrol-1-yl)-11-isopropyl-2,2-dimethyl-4,10-dioxo-3,9-dioxa-5,11-diazatetradecan-14-oic acid